N-(2-(2,2-Dimethoxyethoxy)ethyl)-3-(1-methyl-1H-imidazol-4-yl)-4-((5-(trifluoromethyl)pyridin-2-yl)amino)benzamide COC(COCCNC(C1=CC(=C(C=C1)NC1=NC=C(C=C1)C(F)(F)F)C=1N=CN(C1)C)=O)OC